ClC=1C(=CC=C2N=CC(=NC12)C=1C=NN(C1)CCN1CCCC1)OC=1C=CC2=C(NC(=N2)C)C1 8-chloro-7-((2-methyl-1H-benzo[d]imidazol-6-yl)oxy)-2-(1-(2-(pyrrolidin-1-yl)ethyl)-1H-pyrazol-4-yl)quinoxaline